Tellurium sulfur myristyl-pentadecyl alcohol C(CCCCCCCCCCCCC)CCCCCCCCCCCCCCCO.[S].[Te]